3-Chloro-2-ethoxy-4-hydroxy-5-phenylbenzonitril ClC=1C(=C(C#N)C=C(C1O)C1=CC=CC=C1)OCC